BrC1=CC=C(C=C1)C(C)(C)C=1N=C(SC1)NC(=O)NCC=1C=NC(=C(C1)F)N1CCNCC1 1-(4-(2-(4-bromophenyl)propan-2-yl)thiazol-2-yl)-3-((5-fluoro-6-(piperazin-1-yl)pyridin-3-yl)methyl)urea